2-(4-methoxyphenyl)-1-vinyl-1,2-dihydronaphthalene COC1=CC=C(C=C1)C1C(C2=CC=CC=C2C=C1)C=C